COC=1C=C(C=CC1)C1=NC(=NS1)C=1C=C2C=CNC2=CC1 5-[5-(3-methoxyphenyl)-1,2,4-thiadiazol-3-yl]-1H-indole